1-(4-(5-amino-3-(4-phenoxyphenyl)imidazo[1,5-c]pyrimidin-1-yl)-3,6-dihydropyridin-1-yl)-2-hydroxyethan-1-one NC1=NC=CC=2N1C(=NC2C=2CCN(CC2)C(CO)=O)C2=CC=C(C=C2)OC2=CC=CC=C2